4-[(2S,6R)-2-[[6-(3-aminoazetidin-1-yl)spiro[1H-isobenzofuran-3,3'-azetidin]-1'-yl]methyl]-6-methyl-morpholin-4-yl]-1-methyl-1,8-naphthyridin-2-one NC1CN(C1)C1=CC=C2C(=C1)COC21CN(C1)C[C@H]1CN(C[C@H](O1)C)C1=CC(N(C2=NC=CC=C12)C)=O